2-(benzyloxy)-N-(5-(3-chlorobenzoyl)-4-methylthiazol-2-yl)acetamide C(C1=CC=CC=C1)OCC(=O)NC=1SC(=C(N1)C)C(C1=CC(=CC=C1)Cl)=O